FC(C(=O)O)(F)F.[C@@H]12NC[C@@H]([C@@H](C1)OCC=1C(=NOC1C1CC1)C1=C(C=CC=C1)OC(F)(F)F)C2 4-((((1S,4S,5R)-2-azabicyclo[2.2.1]heptan-5-yl)oxy)methyl)-5-cyclopropyl-3-(2-(trifluoromethoxy)phenyl)isoxazole trifluoroacetate